ClC=1OC(=C(N1)N1C=CC=2C=CC=NC2C1=O)C1=CC=C(C=C1)C(F)(F)F 7-{2-Chloro-5-[4-(trifluoromethyl)phenyl]-1,3-oxazol-4-yl}-7,8-dihydro-1,7-naphthyridin-8-one